aluminum octahydroxyquinolinate OC1C2(C(C(C(N(C2=CC=C1)O)(C(=O)[O-])O)(O)O)(O)O)O.[Al+3].OC1C2(C(C(C(N(C2=CC=C1)O)(C(=O)[O-])O)(O)O)(O)O)O.OC1C2(C(C(C(N(C2=CC=C1)O)(C(=O)[O-])O)(O)O)(O)O)O